FC(C(C)(C)O)(F)C=1C(=C(C=CC1)[C@@H](C)NC1=NC(=NC2=CC3=C(C=C12)[C@](C(N3C)=O)(C)OC)C)F (S)-4-(((R)-1-(3-(1,1-difluoro-2-hydroxy-2-methylpropyl)-2-fluorophenyl)ethyl)amino)-6-methoxy-2,6,8-trimethyl-6,8-dihydro-7H-pyrrolo[3,2-g]quinazolin-7-one